3-[5-(3-chloro-4-fluorophenylamino)-pyrazolo[1,5-a]pyrimidin-3-yl]-urea ClC=1C=C(C=CC1F)NC1=NC=2N(C=C1)N=CC2NC(N)=O